BrC1=NC=C(C=C1CO[Si](C1=CC=CC=C1)(C1=CC=CC=C1)C(C)(C)C)Cl 2-bromo-3-(((tert-butyldiphenylsilyl)oxy)methyl)-5-chloropyridine